5,7-di-tert-butyl-3-(3,4-dimethylphenyl)-benzofuran-2(3H)-on C(C)(C)(C)C=1C=C(C2=C(C(C(O2)=O)C2=CC(=C(C=C2)C)C)C1)C(C)(C)C